(5S) or (5R)-5-(4-Fluorophenyl)-3,3-dimethyl-N-pentylmorpholine-4-carboxamide FC1=CC=C(C=C1)[C@H]1COCC(N1C(=O)NCCCCC)(C)C |o1:7|